FC1=CC=C(C=C1)C=1C(C(=NN(C1)C(C)C)C(=O)NC1=CC=C(C=N1)OC=1C=C2C=NN(C2=CC1C=1C=NN(C1)C(=O)OC(C)(C)C)C)=O tert-butyl 4-(5-((6-(5-(4-fluorophenyl)-1-isopropyl-4-oxo-1,4-dihydropyridazin-3-carboxamido)pyridin-3-yl)oxy)-1-methyl-1H-indazol-6-yl)-1H-pyrazole-1-carboxylate